C(C(CCCCCC)=N)=O Octan-1-one-2-imine